C(C)(C)OC([C@H](CCC(C=[N+]=[N-])=O)NC(=O)[C@H]1OCCCC1)=O.C1(CC2C(CC1)O2)CC[Si](OC)(OC)C (3,4-epoxycyclohexylethyl)methyl-dimethoxysilane isopropyl-(S)-6-diazo-5-oxo-2-((S)-tetrahydro-2H-pyran-2-carboxamido)hexanoate